C[C@H]1C2=CN(N=C2C2=C(C1)OC(=C2C(F)(F)F)C(=O)NC[C@@H](C)CCC=O)CC2CCC(CC2)=O (4R)-4-methyl-2-[(Oxocyclohexan-4-yl)methyl]-N-{[(2S)-Oxopentane-2-yl]methyl}-8-(trifluoromethyl)-4,5-dihydro-2H-furo[2,3-g]indazole-7-carboxamide